NC1=NN(C2=CC(=CC=C12)C1=C2CN(C(C2=CC=C1)=O)CC(C#N)=C)C 2-{[4-(3-amino-1-methyl-1H-indazol-6-yl)-1-oxo-2,3-dihydro-1H-isoindol-2-yl]methyl}prop-2-enenitrile